NC1=C2N=CN(C2=NC(=N1)F)[C@H]1C[C@@H]([C@@](O1)(C#C)CO[P@](=O)(OC1=CC=CC=C1)N[C@@H](CC1=CC=CC=C1)C(=O)OC(CCCCCCC)CCCCCCC)O Pentadecan-8-yl ((S)-(((2R,3S,5R)-5-(6-amino-2-fluoro-9H-purin-9-yl)-2-ethynyl-3-hydroxytetrahydrofuran-2-yl) methoxy)(phenoxy)phosphoryl)-L-phenylalaninate